ClC1=CC=C(OCC2=NN=C(S2)N)C=C1 5-((4-chlorophenoxy)methyl)-1,3,4-thiadiazol-2-amine